ethyl 2-(2-chlorophenyl)-4,6-diphenylnicotinate ClC1=C(C=CC=C1)C1=C(C(=O)OCC)C(=CC(=N1)C1=CC=CC=C1)C1=CC=CC=C1